pyridinethiol oxide N1=C(C=CC=C1)S=O